CC=1N=NC=C(C1[C@@H](C)OC=1C=C2C(=NNC2=CC1)C1=CC2=C(OC3(CCN(CC3)CC)OC2)C=C1)C (R)-6-(5-(1-(3,5-dimethyl-pyridazin-4-yl)ethoxy)-1H-indazol-3-yl)-1'-ethyl-4H-spiro[benzo[d][1,3]dioxine-2,4'-piperidine]